C(C)(C)(C)N(C(O)=O)C(C(=O)NC1=CC=C(C=C1)OC)CCCCN.OC1=C(C=CC(=C1)OC(CCCCC)CC)N1N=C2C(=N1)C=CC=C2 2-[2'-hydroxy-4'-(1''-ethylhexyl)oxyphenyl]benzotriazole tert-butyl-(6-amino-1-((4-methoxyphenyl)amino)-1-oxohexan-2-yl)carbamate